N1-(4-chloro-7,8-dihydro-5H-pyrano[3,4-d]pyridazin-1-yl)cyclohexane-1,2-diamine ClC=1N=NC(=C2C1COCC2)NC2C(CCCC2)N